BrC=1C=C(C=CC1F)S(=O)(=O)NC1CC1 3-bromo-N-cyclopropyl-4-fluoro-benzenesulfonamide